ClC1=CC=C(C=C1)C1=C(C=CC=C1)CN1CC(C1)(O)C(C=1C=C2CN(C(C2=CC1)=O)N1C(CCCC1=O)=O)O (5-((1-((4'-chloro-[1,1'-biphenyl]-2-yl)methyl)-3-hydroxyazetidin-3-yl)(hydroxy)methyl)-1-oxoisoindolin-2-yl)piperidine-2,6-dione